[(3R)-1-methylpyrrolidin-3-yl] 6-[5-(6-methyl-2-pyridyl)-1H-pyrazol-4-yl]-1,5-naphthyridine-3-carboxylate CC1=CC=CC(=N1)C1=C(C=NN1)C=1N=C2C=C(C=NC2=CC1)C(=O)O[C@H]1CN(CC1)C